(2-(trimethylsilyl)ethoxy)methan C[Si](CCOC)(C)C